N(=[N+]=[N-])C1COC2(C1)CN(CC2)C(=O)OC(C)(C)C tert-butyl 3-azido-1-oxa-7-azaspiro[4.4]nonane-7-carboxylate